ClC1=NN(C(=C1)C(=O)O)C1=NC=CC=C1Cl 3-chloro-1-(3-chloro-2-pyridyl)-pyrazol-5-carboxylic acid